(S)-6-cyclopropyl-N-(3-(1-((3-methyl-1H-pyrazolo[3,4-b]pyrazin-5-yl)amino)ethyl)phenyl)nicotinamide C1(CC1)C1=NC=C(C(=O)NC2=CC(=CC=C2)[C@H](C)NC=2N=C3C(=NC2)NN=C3C)C=C1